C(#N)C1=CC(=C(COC2=C(C=CC(=N2)C2=C(C=C(CC3=NC=4C(=NC(=CC4)C(=O)O)N3C[C@H]3OCC3)C=C2)F)F)C=C1)F (S)-2-(4-(6-((4-cyano-2-fluorobenzyl)oxy)-5-fluoropyridin-2-yl)-3-fluorobenzyl)-3-(oxetan-2-ylmethyl)-3H-imidazo[4,5-b]pyridine-5-carboxylic acid